(R)-3-((3-(Dimethylamino)propanoyl)oxy)propane-1,2-diyl di-stearate C(CCCCCCCCCCCCCCCCC)(=O)OC[C@H](COC(CCN(C)C)=O)OC(CCCCCCCCCCCCCCCCC)=O